2-((cis)-3-aminocyclobutyl)-4-chlorobenzonitrile 2,2,2-trifluoroacetate FC(C(=O)O)(F)F.N[C@H]1C[C@H](C1)C1=C(C#N)C=CC(=C1)Cl